6-(5-chloro-2-fluorophenyl)-3-methylpyridazin-4-amine ClC=1C=CC(=C(C1)C1=CC(=C(N=N1)C)N)F